4H-pyrido[2,3-b]Pyrazine N=1C2=C(NCC1)N=CC=C2